O=C1NC(CCC1N1C(C2=CC=CC(=C2C1)CCCCN1CCN(CC1)C1CCN(CC1)C=1C(=CC2=C(C(C=3NC4=CC(=CC=C4C3C2=O)C#N)(C)C)C1)CC)=O)=O 8-(4-(4-(4-(2-(2,6-dioxopiperidin-3-yl)-1-oxoisoindolin-4-yl)butyl)piperazin-1-yl)piperidin-1-yl)-9-ethyl-6,6-dimethyl-11-oxo-6,11-dihydro-5H-benzo[b]carbazole-3-carbonitrile